3,5-dichloro-4-(methoxymethyloxy)benzaldehyde ClC=1C=C(C=O)C=C(C1OCOC)Cl